(1S,2S)-N-(6-(5-chloro-6-fluoro-7-(methyl-(1H-pyrazol-5-yl)amino)-1H-indazol-4-yl)imidazo[1,2-a]pyrazin-2-yl)-2-fluorocyclopropane-1-carboxamide ClC=1C(=C2C=NNC2=C(C1F)N(C1=CC=NN1)C)C=1N=CC=2N(C1)C=C(N2)NC(=O)[C@H]2[C@H](C2)F